ClC1=C(C=CC=C1SC1=NC=C(N=C1)Cl)NC(=O)C1=C(N=C2N(C1=O)CCCC2)O N-(2-chloro-3-((5-chloropyrazin-2-yl)thio)phenyl)-2-hydroxy-4-oxo-6,7,8,9-tetrahydro-4H-pyrido[1,2-a]pyrimidine-3-carboxamide